1-Benzyl-3-methyl-3-(2,2,3,3,4,4,5,5,5-nonafluoropentyl)-4,5-diphenyl-1,3-dihydro-2H-pyrrol-2-one C(C1=CC=CC=C1)N1C(C(C(=C1C1=CC=CC=C1)C1=CC=CC=C1)(CC(C(C(C(F)(F)F)(F)F)(F)F)(F)F)C)=O